CC(C(=O)[O-])N(C(CCSSCCOCCOCCOCCC(NCC)=O)=O)C 2,3-dimethyl-4,20-dioxo-11,14,17-trioxa-7,8-dithia-3,21-diazatricosanoate